C[C@H]1CC[C@@H](N(C1)C(C(=O)NC1=C2C(=CN=C1)NN=C2)=O)C=2C=CC1=C(N=C(S1)C1CC(N(CC1)C)=O)C2 2-((2R,5S)-5-methyl-2-(2-(1-methyl-2-oxopiperidin-4-yl)benzo[d]thiazol-5-yl)piperidin-1-yl)-2-oxo-N-(1H-pyrazolo[3,4-c]pyridin-4-yl)acetamide